(7S)-7-((2H-pyrazolo[3,4-c]pyridin-2-yl)methyl)-7-methyl-1-oxa-3-azaspiro[4.5]decan-2-one N=1N(C=C2C1C=NC=C2)C[C@@]2(CC1(CNC(O1)=O)CCC2)C